NN1C([C@@H](N=C(C2=C1C=NC(=C2Cl)C(F)(F)F)C2=C(C=CC=C2F)F)C)=O (3S)-1-amino-6-chloro-5-(2,6-difluorophenyl)-3-methyl-7-(trifluoromethyl)-3H-pyrido[3,4-e][1,4]diazepin-2-one